COC=1C=C(CN(C=2C=C(CN3CC(NCC3)=O)C=CC2)CC2=CC(=CC=C2)N2CCN(CC2)C)C=CC1 4-(3-((3-methoxybenzyl)(3-(4-methylpiperazin-1-yl)benzyl)amino)benzyl)piperazin-2-one